3-((tert-butyldimethylsilyl)oxy)-2-(4-((S)-3,3-dicyclopropyl-2-(1-isopropyl-1H-pyrazole-5-carboxamido)propanamido)-3-fluorophenyl)propanoic acid [Si](C)(C)(C(C)(C)C)OCC(C(=O)O)C1=CC(=C(C=C1)NC([C@H](C(C1CC1)C1CC1)NC(=O)C1=CC=NN1C(C)C)=O)F